mono-isopropoxytris(ethoxyacetoacetyl)zirconium C(C)(C)O[Zr](C(CC(=O)COCC)=O)(C(CC(=O)COCC)=O)C(CC(=O)COCC)=O